C(C)(C)(C)OC(=O)N1C[C@@H](N(CC1)C=1C2=C(N=CN1)N(C=C2B2OC(C(O2)(C)C)(C)C)S(=O)(=O)C2=CC=C(C=C2)C)C tert-butyl-(3S)-3-methyl-4-[7-(4-methylbenzenesulfonyl)-5-(tetramethyl-1,3,2-dioxaborolan-2-yl)-7H-pyrrolo[2,3-d]pyrimidin-4-yl]piperazine-1-carboxylate